OCCNC(O[C@@H]1CC[C@H](CC1)C(N(C[C@@H]1CC[C@H](CC1)C1=NC(=C(C=C1)OC)C)C1=CC(=CC=C1)C=1C=NN(C1)C(C)C)=O)=O trans-4-((3-(1-Isopropyl-1H-pyrazol-4-yl)phenyl)((trans-4-(5-methoxy-6-methylpyridin-2-yl)cyclohexyl)methyl)carbamoyl)cyclohexyl (2-hydroxy ethyl)carbamate